3-((3-chloro-4-(trifluoromethyl)phenyl)amino)-4-(methyl((5-(5-(trifluoromethyl)-1,2,4-oxadiazol-3-yl)pyridin-2-yl)methyl)amino)cyclobut-3-ene-1,2-dione ClC=1C=C(C=CC1C(F)(F)F)NC=1C(C(C1N(CC1=NC=C(C=C1)C1=NOC(=N1)C(F)(F)F)C)=O)=O